C1=C(C=CC2=CC=CC=C12)C=1C=C(C=CC1)OB(O)O 3-(2-naphthyl)phenylboric acid